decane-1,1-diol C(CCCCCCCCC)(O)O